CC1(CC1)C=1C=2C(C=NN1)=CNC(C2)=O (1-methylcyclopropyl)pyrido[3,4-d]pyridazin-7(6H)-one